N1C(=NC2=C1C=CC=C2)CC#N 2-(1H-Benzo[d]imidazol-2-yl)acetonitrile